CCC(CCO[Si](C)C)N 3-(aminopropyl)dimethylethoxysilane